bis(2-hydroxylethyl) disulfide OCCSSCCO